OCC1=CC(=C2N=C(C(NC2=C1)=O)C)C1=CC(=CC=C1)OC 7-(hydroxymethyl)-5-(3-methoxyphenyl)-3-methylquinoxalin-2(1H)-one